BrCC=1C=C(C=CC1OC)CC#N 2-(3-(bromomethyl)-4-methoxyphenyl)acetonitrile